2,5-dioxopyrrolidin-1-yl (S)-5-{[2-({α-D-mannopyranosyl-(1→3)-[α-D-mannopyranosyl-(1→6)]-α-D-mannopyranosyl}oxy)ethyl]amino}-5-oxo-4-tetradecanamidopentanoate [C@H]1([C@@H](O)[C@@H](O)[C@H](O)[C@H](O1)CO)O[C@@H]1[C@@H]([C@H](O[C@@H]([C@H]1O)CO[C@@H]1[C@@H](O)[C@@H](O)[C@H](O)[C@H](O1)CO)OCCNC([C@H](CCC(=O)ON1C(CCC1=O)=O)NC(CCCCCCCCCCCCC)=O)=O)O